CN1C(CCC2=CC=CC(=C12)OC1=NC=CC=C1C(F)(F)F)=O 1-Methyl-8-((3-(trifluoromethyl)pyridin-2-yl)oxy)-1,2,3,4-tetrahydroquinolin-2-one